(2S)-4,4-difluoro-2-(4-fluorophenyl)-N-{4-[7-(pyridin-2-yl)-5H-pyrrolo[2,3-b]pyrazin-6-yl]pyridin-2-yl}butanamide FC(C[C@H](C(=O)NC1=NC=CC(=C1)C1=C(C=2C(=NC=CN2)N1)C1=NC=CC=C1)C1=CC=C(C=C1)F)F